C(=C)CCCCCO[Si](OCCCCC)(OCCCCC)C(=C(OC(C)C)OC(C)C)OC(C)C vinyltriisopropoxyvinyltripentoxysilane